(S)-N-(8-(2,4-dichlorophenyl)-9-(4-((1-(3-fluoropropyl)pyrrolidin-3-yl)oxy)phenyl)-6,7-dihydro-5H-benzo[7]annulen-3-yl)pivalamide ClC1=C(C=CC(=C1)Cl)C=1CCCC2=C(C1C1=CC=C(C=C1)O[C@@H]1CN(CC1)CCCF)C=CC(=C2)NC(C(C)(C)C)=O